C(CCCCCCCCCCCCCCCCCCCCC)OC1=CC=2C(C3=CC(=CC=C3C2C=C1)OCCCCCCCCCCCCCCCCCCCCCC)=O 2,7-bis(behenyl-oxy)-9-fluorenone